FC(C(=O)O)(F)F.FC1=CC(=C2CCN(C2=C1)C=1C=C(C=2N(N1)C(=CN2)C(=O)N[C@H]2[C@H](C2)F)NC)C2=NC=C(C=C2)C=O 6-(6-Fluoro-4-(5-formylpyridin-2-yl)indolin-1-yl)-N-((1R,2S)-2-fluorocyclopropyl)-8-(methylamino)imidazo[1,2-b]pyridazine-3-carboxamide 2,2,2-trifluoroacetate